Isopropyl ((S)-(((2R,3S,5R)-5-(6-amino-2-fluoro-9H-purin-9-yl)-2-ethynyl-3-(((pentan-3-yloxy)carbonyl)oxy) tetrahydrofuran-2-yl)methoxy)(phenoxy)phosphoryl)-L-alaninate NC1=C2N=CN(C2=NC(=N1)F)[C@H]1C[C@@H]([C@@](O1)(C#C)CO[P@](=O)(OC1=CC=CC=C1)N[C@@H](C)C(=O)OC(C)C)OC(=O)OC(CC)CC